O=C(C(=O)NCC(=O)N[C@@H](CCC(=O)OCC1=CC=CC=C1)C(=O)OC)[C@H]1N(CCC1)C(CNC(=O)C1=CC=NC2=CC=CC=C12)=O 5-Benzyl 1-methyl (2-oxo-2-((S)-1-((quinoline-4-carbonyl)glycyl)pyrrolidin-2-yl)acetyl)glycyl-L-glutamate